FC=1C=C(C=CC1)C(=O)N1[C@@H](C=2N(CC1)C(=NN2)C2=NC(=NS2)C)C (R)-(3-fluorophenyl)(8-methyl-3-(3-methyl-1,2,4-thiadiazol-5-yl)-5,6-dihydro-[1,2,4]triazolo[4,3-a]pyrazin-7(8H)-yl)methanone